C(C1=CC=CC=C1)N1N=C(C=C1)C1=CC=C(C=C1)Cl 1-Benzyl-3-(4-chlorophenyl)-1H-pyrazole